FC1=CC=C(C(=O)N2C(CNCC2)C(=O)NCC2CNC(C2)=O)C=C1 (4-fluorobenzoyl)-N-((5-oxopyrrolidin-3-yl)methyl)piperazine-2-carboxamide